methyl-7-deaza-2'-deoxyguanosine C[C@@]1(C[C@H](O)[C@@H](CO)O1)N1C=CC=2C(=O)NC(N)=NC12